The molecule is a monovalent inorganic anion obtained by deprotonation of phosphorous acid. It is a phosphite ion and a monovalent inorganic anion. It is a conjugate base of a phosphorous acid. It is a conjugate acid of a hydrogenphosphite. OP(O)[O-]